7-Chloro-5-(2-(2-morpholinoethyl)-7-azaindol-4-yl)-1H-indazol-3-amine ClC=1C=C(C=C2C(=NNC12)N)C1=C2C=C(NC2=NC=C1)CCN1CCOCC1